FC(C(=O)O)(F)F.CN1[C@H]2[C@@H]3CCCC[C@@]3(C=3C=CC(=CC3C2)NC(=O)[C@H]2CC2C2=CC=C(C=C2)O)CC1 (1S,2S)-N-methyl-2-(3-(4-hydroxylphenyl)-cyclopropanecarboxamido)morphinan trifluoroacetate